C(C)(=O)NC1=CC=C(CNC(=O)C=2C=C3C(=NC2)NC(=C3C3=CC(=C(C=C3)C)NC(C=C)=O)C3=CC=C(C=C3)N3CCN(CC3)C)C=C1 N-(4-acetamidobenzyl)-3-(3-acrylamido-4-methylphenyl)-2-(4-(4-methylpiperazin-1-yl)phenyl)-1H-pyrrolo[2,3-b]pyridine-5-carboxamide